N-(5-((4-chlorobenzyl)oxy)-1,3,4-thiadiazol-2-yl)-4'-methoxy-[3,3'-bipyridine]-4-carboxamide ClC1=CC=C(COC2=NN=C(S2)NC(=O)C2=C(C=NC=C2)C=2C=NC=CC2OC)C=C1